mono-n-propoxy-tris(ethoxyacetoacetyl)zirconium C(CC)O[Zr](C(CC(=O)COCC)=O)(C(CC(=O)COCC)=O)C(CC(=O)COCC)=O